Cl(=O)(=O)(=O)O.ClC1=CCN(C2=CC=CC=C12)C 4-chloro-1-methyl-quinoline perchlorate